2-(2,4,6-trimethylphenyl)-4,6-bis[2-hydroxy-4-(3-butoxy-2-hydroxypropyloxy)-phenyl]-s-triazine CC1=C(C(=CC(=C1)C)C)C1=NC(=NC(=N1)C1=C(C=C(C=C1)OCC(COCCCC)O)O)C1=C(C=C(C=C1)OCC(COCCCC)O)O